ClC=1C(=NC(=CC1)C)C(=O)NC1(CCN(CC1)C1=NC=C(N=C1)C=1C=2N(C=C(C1)OC)N=CC2C#N)C 3-chloro-N-(1-(5-(3-cyano-6-methoxypyrazolo[1,5-a]pyridin-4-yl)pyrazin-2-yl)-4-methylpiperidin-4-yl)-6-methylpicolinamide